tert-Butyl 3-[[3-(trifluoromethylsulfonyl)phenyl]methoxy]azetidine-1-carboxylate FC(S(=O)(=O)C=1C=C(C=CC1)COC1CN(C1)C(=O)OC(C)(C)C)(F)F